FC1(CCN(CC1)C1=NC2=CC(=C(C=C2C(=N1)NC=1SC(=NN1)C)OC)OCCCN1CCCC1)F N-(2-(4,4-difluoropiperidin-1-yl)-6-methoxy-7-(3-(pyrrolidin-1-yl)propoxy)quinazolin-4-yl)-5-methyl-1,3,4-thiadiazol-2-amine